ClC1=NN2C(N=CC3=C2[C@@](CN3C(=O)NC3CC(OCC3)(C)C)(C(F)(F)F)C)=C1 (8R)-2-chloro-N-(2,2-dimethyltetrahydro-2H-pyran-4-yl)-8-methyl-8-(trifluoromethyl)-7,8-dihydro-6H-pyrazolo[1,5-a]pyrrolo[2,3-e]pyrimidine-6-carboxamide